CS(=O)(=O)C1=CC(=C(C=C1)NCC#CC=1N(C=2C=CC=C(C2C1)NC1CCC(CC1)N1CCCC1)CC(F)(F)F)OC 2-{3-[(4-methanesulfonyl-2-methoxyphenyl)amino]prop-1-yn-1-yl}-N-[(1R,4R)-4-(pyrrolidin-1-yl)cyclohexyl]-1-(2,2,2-trifluoroethyl)-1H-indol-4-amine